(2-chlorophenyl)-5-fluoro-2-(1-methylhydrazino)thiazole ethyl-8-(2-{11-[(dimethylamino)methyl]nonadecyl}cyclopropyl)octanoate C(C)OC(CCCCCCCC1C(C1)CCCCCCCCCCC(CCCCCCCC)CN(C)C)=O.ClC1=C(C=CC=C1)C=1N=C(SC1F)N(N)C